Cl.ClCC=1C=NC=C(C1)F 3-(chloromethyl)-5-fluoropyridine HCl